(E)-4-(3-(2,4-difluorostyryl)-5,6-dihydroimidazo[1,5-a]pyrazin-7(8H)-yl)-6-fluoro-7-(2-fluoro-6-hydroxyphenyl)-1-(2-isopropyl-4-methylpyridin-3-yl)pyrido[2,3-d]pyrimidin-2(1H)-one FC1=C(/C=C/C2=NC=C3N2CCN(C3)C=3C2=C(N(C(N3)=O)C=3C(=NC=CC3C)C(C)C)N=C(C(=C2)F)C2=C(C=CC=C2O)F)C=CC(=C1)F